C(C)(C)(C)OC(=O)N1CCNCC1 1-tert-Butyloxycarbonyl-piperazine